CN(N)C(C1=CC=CC=C1)=O methylbenzoyl-hydrazine